1-((5-(5-(difluoromethyl)-1,3,4-oxadiazol-2-yl)pyridin-2-yl)methyl)-6-fluoro-5-(piperazin-1-yl)-3-(pyridin-3-yl)-1,3-dihydro-2H-benzo[d]imidazol-2-one FC(C1=NN=C(O1)C=1C=CC(=NC1)CN1C(N(C2=C1C=C(C(=C2)N2CCNCC2)F)C=2C=NC=CC2)=O)F